2-fluoro-4,6-bis(benzhydryl)aniline FC1=C(N)C(=CC(=C1)C(C1=CC=CC=C1)C1=CC=CC=C1)C(C1=CC=CC=C1)C1=CC=CC=C1